C(C)(C)(C)OC(NC=1C(=NC=C(C1)C(F)(F)F)OC)=O (2-methoxy-5-(trifluoromethyl)pyridin-3-yl)carbamic acid tert-butyl ester